3-(3-(1-cyano-1-(2-(5-((4,6-difluoro-1H-indol-5-yl)oxy)-2-fluorophenyl)-1H-imidazol-4-yl)ethyl)phenyl)propanoic acid C(#N)C(C)(C=1N=C(NC1)C1=C(C=CC(=C1)OC=1C(=C2C=CNC2=CC1F)F)F)C=1C=C(C=CC1)CCC(=O)O